O1C(=CC=C1)C1=NC(=CC=2N1N=C(N2)C)NC(=O)NCCN2CCCCC2 1-[5-(furan-2-yl)-2-methyl-[1,2,4]triazolo[1,5-c]pyrimidin-7-yl]-3-(2-piperidin-1-ylethyl)urea